ClC=1C=CC2=C(N(C(=N2)C)C=2C(=C(C=CC2)[C@]2(NC(N(S(C2)(=O)=O)C)=N)C)F)C1 (5R)-5-[3-(6-chloro-2-methyl-1H-benzo[d]imidazol-1-yl)-2-fluorophenyl]-3-imino-2,5-dimethyl-1,2,4-thiadiazine 1,1-dioxide